C(CCC)C1=CC=C(CO)C=C1 4-butylhydroxytoluene